O[C@H](COC=1C=C(C=CC1)S(=O)(=O)NC)CNC1COC2(C1)CCN(CC2)S(=O)(=O)C2=CC(=CC=C2)C2=CN(C=C2)C 3-((2S)-2-hydroxy-3-(8-(3-(1-methyl-1H-pyrrol-3-yl)phenylsulfonyl)-1-oxa-8-azaspiro[4.5]decan-3-ylamino)propoxy)-N-methylbenzenesulfonamide